4-(5-(pyridin-2-yl)-2-(pyridin-4-yl)pyrazolo[1,5-a]pyrimidin-7-yl)morpholine N1=C(C=CC=C1)C1=NC=2N(C(=C1)N1CCOCC1)N=C(C2)C2=CC=NC=C2